N-(4-(6-fluoro-3,4-dihydroisoquinolin-2(1H)-yl)-2,6-dimethylphenyl)-3,3-dimethylbutyramide FC=1C=C2CCN(CC2=CC1)C1=CC(=C(C(=C1)C)NC(CC(C)(C)C)=O)C